OC1=CC=CC=2N=C(SC21)B(O)O 7-HYDROXYBENZOTHIAZOLE-2-BORONIC ACID